ClC=1C=NC=C(C1[C@@H](C)OC=1C=C2C(=NN(C2=CC1)C1OCCCC1)C=1C=CC(=NC1)N1CC2N(C(C1)C2)C(=O)OC(C)(C)C)Cl tert-Butyl 3-(5-(5-((R)-1-(3,5-Dichloropyridin-4-yl)ethoxy)-1-(tetrahydro-2H-pyran-2-yl)-1H-indazol-3-yl)pyridin-2-yl)-3,6-diazabicyclo[3.1.1]heptane-6-carboxylate